N-dodecyl-propionamide C(CCCCCCCCCCC)NC(CC)=O